ONC(=O)C1=CC2=C(CN([C@H](CO2)C)C(=O)OCC)C=C1 ethyl (S)-8-(hydroxycarbamoyl)-3-methyl-2,3-dihydrobenzo[f][1,4]oxazepine-4(5H)-carboxylate